C1=CC=CC=2C3=CC=CC=C3N(C12)C1=C(C(=C(C(=C1)C1=CC(=NC(=C1)C1=CC=CC=C1)C1=CC=CC=C1)N1C2=CC=C(C=C2C=2C=C(C=CC12)C)C)C1=CC(=NC(=C1)C1=CC=CC=C1)C1=CC=CC=C1)N1C2=CC=C(C=C2C=2C=C(C=CC12)C)C 9,9'-(4-(9H-carbazol-9-yl)-2,6-bis(2,6-diphenylpyridin-4-yl)-1,3-phenylene)bis(3,6-dimethyl-9H-carbazole)